N1CNC=C1 1,3-dihydro-2H-imidazole